[Zn].[As].[Fe] iron arsenic-zinc